BrC=1C=C(N)C=C(C1)N1N=C(C=C1C)C 3-bromo-5-(3,5-dimethyl-1H-pyrazol-1-yl)aniline